FC1=CC=C(OC2=C(N=NN2CC2=CC=C(C=C2)OC)C(=O)OC)C=C1 methyl 5-(4-fluorophenoxy)-1-(4-methoxybenzyl)-1H-1,2,3-triazole-4-carboxylate